2-(1-Benzyl-6-methyl-2-oxo-1,2-dihydropyridin-4-yl)-5-methoxy-N,N-dimethylbenzamide C(C1=CC=CC=C1)N1C(C=C(C=C1C)C1=C(C(=O)N(C)C)C=C(C=C1)OC)=O